CO[Si](CCCCCCCC[SiH2]C(N(C)C)N(C)C)(OC)OC 1-trimethoxysilyl-8-bis(dimethylamino)methylsilyloctane